2-[[(3R)-4-[4-Chloro-2-(5-fluoro-2-pyridyl)-1H-imidazol-5-yl]-3-methyl-3,6-dihydro-2H-pyridin-1-yl]sulfonyl-methyl-amino]acetamide ClC=1N=C(NC1C=1[C@H](CN(CC1)S(=O)(=O)N(CC(=O)N)C)C)C1=NC=C(C=C1)F